C12(CC3CC(CC(C1)C3)C2)CC(=O)N[C@H](C(=O)N2[C@@H]([C@@H]3[C@H](C2)CCC3)C(=O)N[C@H](C(C(=O)NC3CC3)=O)C3=CC=CC=C3)C(C)(C)C (1S,3aR,6aS)-2-((S)-2-(2-((3S,5S,7S)-adamantan-1-yl)acetamido)-3,3-dimethylbutanoyl)-N-((S)-3-(cyclopropylamino)-2,3-dioxo-1-phenylpropyl)octahydrocyclopenta[c]pyrrole-1-carboxamide